2-(2-carboxyethyl)-3-methyl-maleic anhydride C(=O)(O)CC/C=1/C(=O)OC(\C1\C)=O